2-methoxy-5-((1S,5R)-1-(5-(1-methylpiperidin-4-yl)-1,3,4-oxadiazol-2-yl)-5-(trifluoromethyl)-3-azabicyclo[3.1.0]hexan-3-yl)quinoline-8-carbonitrile COC1=NC2=C(C=CC(=C2C=C1)N1C[C@@]2(C[C@@]2(C1)C(F)(F)F)C=1OC(=NN1)C1CCN(CC1)C)C#N